N-{1-[6-(4-Cyanophenoxy)-pyridin-3-ylmethyl]-2,3-dihydro-1H-indol-5-yl}-2-(4-fluorophenyl)-acetamide C(#N)C1=CC=C(OC2=CC=C(C=N2)CN2CCC3=CC(=CC=C23)NC(CC2=CC=C(C=C2)F)=O)C=C1